diethyl(3-(fluoromethoxy)-4-(prop-2-yn-1-ylamino)phenyl)phosphine oxide C(C)P(C1=CC(=C(C=C1)NCC#C)OCF)(CC)=O